[C]=O carbon-oxide